FC1=CC(C(C=C1)=N)=N 4-fluorobenzenediimine